2-(4-bromophenyl)-4,6-dichloro-5-phenylpyrimidine BrC1=CC=C(C=C1)C1=NC(=C(C(=N1)Cl)C1=CC=CC=C1)Cl